O=C1NC(CCC1C1=C(CN(C2CCN(CC2)C2=CC=C(C=C2)NC2=NC=C(C(=N2)NCC=2C=C(C=CC2)N(S(=O)(=O)C)C)C(F)(F)F)C)C=CC=C1)=O N-(3-(((2-((4-(4-((2-(2,6-dioxopiperidin-3-yl)benzyl)(methyl)amino)piperidin-1-yl)phenyl)amino)-5-(trifluoromethyl)pyrimidin-4-yl)amino)methyl)phenyl)-N-methylmethanesulfonamide